OC(=O)C(F)(F)F.N1(N=CC=C1)C[C@@H]1C[C@H](CN1)C=1N=C(OC1C1=CC(=CC=C1)C#N)C(=O)N ((3R,5S)-5-((1H-pyrazol-1-yl)methyl)pyrrolidin-3-yl)-5-(3-cyanophenyl)oxazole-2-carboxamide TFA salt